(S)-3-(6-((4-(2-(4-chloro-2-fluorophenyl)-2-methylbenzo[d][1,3]dioxol-4-yl)piperidin-1-yl)methyl)-5-((1-cyanocyclopropyl)methyl)pyridin-3-yl)propanoic acid ClC1=CC(=C(C=C1)[C@@]1(OC2=C(O1)C=CC=C2C2CCN(CC2)CC2=C(C=C(C=N2)CCC(=O)O)CC2(CC2)C#N)C)F